BrC=1C=C(C=CC1)C1=NN(C(=C1)C(=O)OC)C methyl 3-(3-bromophenyl)-1-methyl-1H-pyrazole-5-carboxylate